5-(benzyloxy)-4-fluoro-1-(4-fluoro-3-methylphenyl)-2-isopropyl-1H-indole C(C1=CC=CC=C1)OC=1C(=C2C=C(N(C2=CC1)C1=CC(=C(C=C1)F)C)C(C)C)F